S1C=NC=C1[C@@H]1[C@H](C1)NC1CCNCC1 N-((1S,2S)-2-(thiazol-5-yl)cyclopropyl)piperidin-4-amine